3-phosphoglycerol, sodium salt [Na].P(=O)(O)(O)OCC(CO)O